Tert-butyl (R)-2-(((methylsulfonyl)oxy)methyl)morpholine-4-carboxylate CS(=O)(=O)OC[C@H]1CN(CCO1)C(=O)OC(C)(C)C